OS(=O)(=O)C(F)(F)F.OS(=O)(=O)C(F)(F)F.C1=CC=CC=C1 Benzene bis(triflate)